FC(S(=O)(=O)[O-])(F)F.F[N+]1=C(C=C(C=C1C)C)C N-fluoro-2,4,6-trimethylpyridinium trifluoromethanesulfonate